4-aminonaphthalene-1,7-disulfonic acid NC1=CC=C(C2=CC(=CC=C12)S(=O)(=O)O)S(=O)(=O)O